ClC=1C=NN(C1C(=O)NC1=NC=C(C=C1C)C#CC1=CC(=CC=C1)F)C1CCN(CC1)C(C(C)C)=O 4-chloro-N-(5-((3-fluorophenyl)ethynyl)-3-methylpyridin-2-yl)-1-(1-isobutyrylpiperidin-4-yl)-1H-pyrazole-5-carboxamide